BrC1=CC2=C(N(C(=N2)CC)CC2=C(OCC3=CC(=C(C=C3)CCC(=O)O)CC)C=CC=C2)C=C1 3-(4-((2-((5-Bromo-2-ethyl-1H-benzo[d]imidazol-1-yl)methyl)-phenoxy)methyl)-2-ethylphenyl)propanoic acid